BrC1=CSC2=[N+](C=CC=C21)[O-] 3-bromothieno[2,3-b]pyridine 7-oxide